CO\C=C\C(=C)O[Si](C)(C)C trans-1-methoxy-3-(trimethylsiloxy)-1,3-butadiene